FC(C(=O)O)(F)F.C(#N)C=1C=C2C(=CC=NC2=CC1)OC1=CC=C(C(=O)NC2=CC=C(C=C2)NC2=CC=NC=C2)C=C1 4-((6-cyanoquinolin-4-yl)oxyl)-N-(4-(pyridin-4-ylamino)phenyl)benzamide 2,2,2-trifluoroacetate